2-(3-(2-((1,5-dimethyl-1H-pyrazol-3-yl)amino)-5-methylpyrimidin-4-yl)-1H-indol-7-yl)-7-phenylisoindolin-1-one CN1N=C(C=C1C)NC1=NC=C(C(=N1)C1=CNC2=C(C=CC=C12)N1C(C2=C(C=CC=C2C1)C1=CC=CC=C1)=O)C